3-bromo-4-(3-methyl-4-(methylsulfonyl)phenyl)-1-(tetrahydro-2H-pyran-2-yl)-1H-pyrazolo[4,3-c]pyridine BrC1=NN(C2=C1C(=NC=C2)C2=CC(=C(C=C2)S(=O)(=O)C)C)C2OCCCC2